N-((9-((2s,3R,4s,5R)-3,4,5-triacetoxytetrahydro-2H-pyran-2-yl)-9H-purin-6-yl)carbamoyl)-L-threonine C(C)(=O)O[C@H]1[C@H](OC[C@H]([C@@H]1OC(C)=O)OC(C)=O)N1C2=NC=NC(=C2N=C1)NC(=O)N[C@@H]([C@H](O)C)C(=O)O